FC(OC1=CC=C(C=C1)C12CCN(CC2C1)C(=O)C1CC2(C1)NC(CC2)=O)(F)F (rac)-(2r,4s)-2-(6-(4-(trifluoromethoxy)phenyl)-3-azabicyclo[4.1.0]heptane-3-carbonyl)-5-azaspiro[3.4]octan-6-one